4-(benzyloxy)-6-((2R,3S,4S,5R)-3-(3,4-difluoro-2-methoxyphenyl)-4,5-dimethyl-5-(trifluoromethyl)tetrahydrofuran-2-yl)-N-(2-methoxyethyl)-N,2-dimethylpyridin-3-amine C(C1=CC=CC=C1)OC1=C(C(=NC(=C1)[C@@H]1O[C@]([C@H]([C@H]1C1=C(C(=C(C=C1)F)F)OC)C)(C(F)(F)F)C)C)N(C)CCOC